(R)-6-(2-(2-chlorophenyl)-2-hydroxyacetyl)-2-(1-(4-fluorophenyl)cyclopropyl)-5,6,7,8-tetrahydropyrido[4,3-d]pyrimidin-4(3H)-one ClC1=C(C=CC=C1)[C@H](C(=O)N1CC2=C(N=C(NC2=O)C2(CC2)C2=CC=C(C=C2)F)CC1)O